1-(3,5-Diaminophenyl)-2,2-bis(trifluoromethyl)-3,3,4,4,5,5,5-heptafluoropentane NC=1C=C(C=C(C1)N)CC(C(C(C(F)(F)F)(F)F)(F)F)(C(F)(F)F)C(F)(F)F